C1=CC=CC=2C3=CC=CC=C3C(C12)COC(=O)NC[C@@H](C(=O)O)OC(C)(C)C (2S)-3-((((9H-fluoren-9-yl)methoxy)carbonyl)amino)-2-(tert-butoxy)propanoic acid